C(C1=CC=CC=C1)OC1=NC(=CC=C1N1CCOC2=C1C=CC=C2C2CCC(CC2)N(C(OC(C)(C)C)=O)C)OCC2=CC=CC=C2 tert-butyl N-[4-[4-(2,6-dibenzyloxy-3-pyridyl)-2,3-dihydro-1,4-benzoxazin-8-yl]cyclohexyl]-N-methyl-carbamate